N-(2-(2,6-dioxopiperidin-3-yl)-1,3-dioxoisoindolin-5-yl)-2-(2-(2-iodoethoxy)ethoxy)acetamide O=C1NC(CCC1N1C(C2=CC=C(C=C2C1=O)NC(COCCOCCI)=O)=O)=O